di(t-butylcyclohexyl) peroxydicarbonate C(=O)(OC1(CCCCC1)C(C)(C)C)OOC(=O)OC1(CCCCC1)C(C)(C)C